BrCCCCCCO[Si](OC(OCCCCCCCCCCCC1CCCCC1)CCCCCCCCCCCCCCC)(C)C 1-bromo-22-cyclohexyl-8,8-dimethyl-10-pentadecyl-7,9,11-trioxa-8-siladocosane